1-(5-chloro-2-fluorophenyl)-4-(2-fluorophenyl)-2,3-naphthalenediol ClC=1C=CC(=C(C1)C1=C(C(=C(C2=CC=CC=C12)C1=C(C=CC=C1)F)O)O)F